7-((6-(4-methoxy-4-(trifluoromethyl)piperidin-1-yl)-2-methylpyridin-3-yl)amino)-2H-benzo[b][1,4]oxazin-3(4H)-one COC1(CCN(CC1)C1=CC=C(C(=N1)C)NC=1C=CC2=C(OCC(N2)=O)C1)C(F)(F)F